NC1CCC(CC1)NC(=O)NC1=NC=CC(=C1)C1=C2N(N=C1)CC(C2)(C)C 1-((1r,4r)-4-aminocyclohexyl)-3-(4-(5,5-dimethyl-5,6-dihydro-4H-pyrrolo[1,2-b]pyrazol-3-yl)pyridin-2-yl)urea